4-(benzo[d]oxazol-2(3H)-on-5-yl)-N2-(4-(8-methyl-2,8-diazabicyclo[3.2.1]oct-2-yl)phenyl)-5-methylpyrimidine-2,4-diamine O1C(NC2=C1C=CC(=C2)C2(NC(=NC=C2C)NC2=CC=C(C=C2)N2C1CCC(CC2)N1C)N)=O